NCC(COC(C)C)O 1-amino-3-isopropoxypropan-2-ol